ClC=1C(=NC=CC1)O[C@@H]1CN(CC1)C1=C(C=C(C=C1)C(O)C1=CC(=CC=C1)F)CCO 2-(2-((S)-3-(3-chloropyridin-2-yloxy)pyrrolidin-1-yl)-5-((3-fluorophenyl)(hydroxy)methyl)phenyl)ethanol